COC1=NC2=CC=C(C=C2N=C1C)C(C)N1C[C@@H](N(C[C@H]1C)C=1C=2C(N(C(C1)=O)C)=CN(N2)CC#N)C 2-(7-((2S,5R)-4-(1-(2-methoxy-3-methylquinoxalin-6-yl)ethyl)-2,5-dimethylPiperazin-1-yl)-4-methyl-5-oxo-4,5-dihydro-2H-pyrazolo[4,3-b]Pyridin-2-yl)acetonitrile